racemic-methyl 1-[(1R,2R)-2-hydroxycyclopentyl]pyrazole-4-carboxylate O[C@H]1[C@@H](CCC1)N1N=CC(=C1)C(=O)OC |r|